tert-butyl (3S,5S)-5-((tert-butyldimethylsilyloxy)methyl)pyrrolidin-3-ylcarbamate [Si](C)(C)(C(C)(C)C)OC[C@@H]1C[C@@H](CN1)NC(OC(C)(C)C)=O